methyl (1R,3R,4S,5S)-5-(difluoromethyl)-2-((S)-1-phenylethyl)-2-azabicyclo[2.2.1]heptane-3-carboxylate FC([C@@H]1[C@H]2[C@@H](N([C@@H](C1)C2)[C@@H](C)C2=CC=CC=C2)C(=O)OC)F